COC1=C(C=C(C=C1)OC1CCC(CC1)C(F)(F)F)NC(=O)[C@@H]1N(C(CC1)=O)C (R)-N-(2-Methoxy-5-((4-(trifluoromethyl)cyclohexyl)oxy)phenyl)-1-methyl-5-oxopyrrolidine-2-carboxamide